benzyl (3R,4S,7R)-3-(((benzyloxy)carbonyl)amino)-7-(((tertbutyldimethylsilyl)oxy)methyl)-4-methyl-2,3,4,7-tetrahydro-1H-azepine-1-carboxylate C(C1=CC=CC=C1)OC(=O)N[C@H]1CN([C@H](C=C[C@@H]1C)CO[Si](C)(C)C(C)(C)C)C(=O)OCC1=CC=CC=C1